NC1=CC(=C(C(=O)NC=2C=C3C(=NN(C3=CC2)C)N2CCC(CC2)(F)F)C=C1)N1CCC2(CC2)CC1 4-Amino-N-(3-(4,4-difluoropiperidin-1-yl)-1-methyl-1H-indazol-5-yl)-2-(6-azaspiro[2.5]octan-6-yl)benzamide